C(C)(C)(C)OC(=O)N1C(CCCC1)C1=C(NC=C1)C(=O)OCC1=CC=CC=C1 (2-benzyloxycarbonyl-1H-pyrrol-3-yl)piperidine-1-carboxylic acid tert-butyl ester